Cl.NC1=NN2C(N(C3=C(C2=O)CN(C3=O)C(C)C)CC(=O)NC3=NC=C(C=C3)F)=C1 2-[2-amino-5,8-dioxo-6-(propan-2-yl)-5,6,7,8-tetrahydro-4H-pyrazolo[1,5-a]pyrrolo[3,4-d]pyrimidin-4-yl]-N-(5-fluoropyridin-2-yl)acetamide hydrochloride